NC1=CC=CC(=N1)S(=O)(=O)NC(=O)C=1C(=NC(=CC1)C1=CC(=CC(=C1)OCC(C)C)F)OC1CC1 N-[(6-Amino-2-pyridyl)sulfonyl]-2-(cyclopropoxy)-6-(3-fluoro-5-isobutoxyphenyl)pyridin-3-carboxamid